(2R,4S)-2-(3-chloro-4-cyanophenyl)-4-methyl-N-((R,Z)-4-(methylsulfonyl)but-3-en-2-yl)piperidine-1-carboxamide ClC=1C=C(C=CC1C#N)[C@@H]1N(CC[C@@H](C1)C)C(=O)N[C@H](C)\C=C/S(=O)(=O)C